BrCC1=NC=2C(=NC(=CC2)Cl)N1C1CCC1 (bromomethyl)-5-chloro-3-cyclobutyl-3H-imidazo[4,5-b]pyridine